ClC=1C=CC=2N(COC3(C2N1)COCC3)C 6'-Chloro-1'-methyl-1',2',4,5-tetrahydro-2H-spiro[furan-3,4'-pyrido[3,2-d][1,3]oxazine]